2-Chloro-4-(5-((4-((E)-(hydroxyimino)methyl)phenoxy)methyl)-2-(trifluoromethyl)oxazolidin-3-yl)-3-methylbenzonitril ClC1=C(C#N)C=CC(=C1C)N1C(OC(C1)COC1=CC=C(C=C1)/C=N/O)C(F)(F)F